ClC=1C=C(C=CC1)C(C(OC(=O)N[C@H](C(=O)N[C@H](C(=O)OC)C[C@H]1C(NCC1)=O)CCCC)C1=CC(=CC=C1)F)(F)F methyl (2S)-2-((2S)-2-(((2-(3-chlorophenyl)-2,2-difluoro-1-(3-fluorophenyl)ethoxy) carbonyl) amino)hexanamido)-3-((S)-2-oxopyrrolidin-3-yl)propanoate